13-chloro-10-[2,6-difluoro-4-({2-[(2-hydroxyethyl)amino]ethyl}amino)phenyl]-8-ethyl-9-oxo-3,8,10-triazatricyclo[9.4.0.02,7]pentadeca-1(11),2(7),3,5,12,14-hexaene-4-carbonitrile ClC1=CC=2N(C(N(C=3C=CC(=NC3C2C=C1)C#N)CC)=O)C1=C(C=C(C=C1F)NCCNCCO)F